4-(1-(3-chlorobenzyl)piperidin-4-yl)-1,6-dimethyl-1,4-dihydropyrido[2,3-b]pyrazine ClC=1C=C(CN2CCC(CC2)N2C3=C(N(C=C2)C)C=CC(=N3)C)C=CC1